(R,E)-4-(dimethylamino)-N-(2-fluoro-5-((6-(3-(3'-fluoro-[1,1'-biphenyl]-3-yl)isooxazolidin-2-yl)pyrimidin-4-yl)amino)-4-methoxyphenyl)but-2-enamide CN(C/C=C/C(=O)NC1=C(C=C(C(=C1)NC1=NC=NC(=C1)N1OCC[C@@H]1C=1C=C(C=CC1)C1=CC(=CC=C1)F)OC)F)C